(3-(2,6-diphenylpyrimidin-4-yl)phenyl)acrylic acid C1(=CC=CC=C1)C1=NC(=CC(=N1)C=1C=C(C=CC1)C(C(=O)O)=C)C1=CC=CC=C1